FC(COC1=CC=C2C=C(N=CC2=C1)N1C=C2C=CC=CC2=C1)C 7-(2-fluoropropoxy)-3-(2H-isoindol-2-yl)isoquinoline